(3-methylisoxazol-5-yl)methanol CC1=NOC(=C1)CO